CC1(C(CCC1)CNC(=O)C=1C=C(C(=NC1OC)C)C1=CC=C2C(=NNC2=C1)C(=O)NC)C 6-(5-{[(2,2-dimethylcyclopentyl)methyl]carbamoyl}-6-methoxy-2-methyl-pyridin-3-yl)-N-methyl-1H-indazole-3-carboxamide